4-(difluoromethyl)-2-((4-fluoro-2-methylphenyl)amino)benzoic acid FC(C1=CC(=C(C(=O)O)C=C1)NC1=C(C=C(C=C1)F)C)F